Tert-butyl 6-oxo-4-azaspiro[2.5]octane-4-carboxylate O=C1CN(C2(CC2)CC1)C(=O)OC(C)(C)C